5-hydroxy-N-(isoxazol-4-yl)-1-methyl-2-(3-methyl-5-morpholinophenyl)-6-oxo-1,6-dihydropyrimidine-4-carboxamide OC1=C(N=C(N(C1=O)C)C1=CC(=CC(=C1)N1CCOCC1)C)C(=O)NC=1C=NOC1